COCC(=O)N(C1=C2CCNCC2=CC=C1)C 2-Methoxy-N-methyl-N-(1,2,3,4-tetrahydroisoquinolin-5-yl)acetamide